C(CCCC)OC(CC)=O PentylPropionat